ClC1=C(C2=C(C=N1)CCC2(F)F)C#N 3-chloro-4-cyano-5,5-difluoro-6,7-dihydro-5H-cyclopenta[c]pyridine